C(CC)C=1C=C(OCCCC2=CC=C(C(=O)N3CCN(CC3)C(=O)OC(C)(C)C)C=C2)C=CC1 tert-butyl 4-(4-(3-(3-propylphenoxy)propyl)benzoyl)piperazine-1-carboxylate